2-methyl-7-(trifluoromethyl)-1-(2-trimethylsilylethoxymethyl)imidazo[1,2-a]Pyrimidin-5-one CC=1N(C=2N(C(C=C(N2)C(F)(F)F)=O)C1)COCC[Si](C)(C)C